2-(2-(4-(3-methoxypropoxy)phenyl)thiazol-4-yl)-2-methylpropanoic acid COCCCOC1=CC=C(C=C1)C=1SC=C(N1)C(C(=O)O)(C)C